(S)-N-(8-(2-chloro-5-fluorophenyl)-3-((methylsulfonyl)methyl)-6-oxo-5,6,7,8-tetrahydroimidazo[1,5-a]pyrazin-1-yl)-3-fluoro-5-(trifluoromethyl)benzamide ClC1=C(C=C(C=C1)F)[C@H]1C=2N(CC(N1)=O)C(=NC2NC(C2=CC(=CC(=C2)C(F)(F)F)F)=O)CS(=O)(=O)C